C1(CCCC1)N1N=C(C=C1C1=NC=CC=C1C(F)(F)F)C(=O)N[C@H](CC1=NN=NN1)CCN1CC(CCC1)(F)F 1-cyclopentyl-N-[(2S)-4-(3,3-difluoropiperidin-1-yl)-1-(1H-1,2,3,4-tetrazol-5-yl)butan-2-yl]-5-[3-(trifluoromethyl)pyridin-2-yl]-1H-pyrazole-3-carboxamide